samarium Europium [Eu].[Sm]